2-ethyl-4-[[3-[4-methoxy-2-(trifluoromethyl)phenyl]imidazo[1,2-a]pyrazin-8-yl]amino]-N-methyl-benzamide C(C)C1=C(C(=O)NC)C=CC(=C1)NC=1C=2N(C=CN1)C(=CN2)C2=C(C=C(C=C2)OC)C(F)(F)F